ClC1CCNC2=CC(=CC=C12)OC 4-chloro-7-methoxy-1,2,3,4-tetrahydroquinoline